4-(((cis)-3-hydroxy-3-methylcyclobutyl)amino)-5,6,7,8-tetrahydrophthalazine OC1(CC(C1)NC1=NN=CC=2CCCCC12)C